C(C=C)(=O)C(C)S(=O)(=O)O acryloylethanesulfonic acid